3,5-diamino-6-chloro-N-(diaminomethylene)pyrazine-2-carboxamide NC=1C(=NC(=C(N1)N)Cl)C(=O)N=C(N)N